rac-(1S*,2S*)-N-(5-(1-(4-((1H-pyrazol-1-yl)methyl)phenyl)ethoxy)pyridazin-3-yl)-2-(3-chlorophenyl)cyclopropane-1-carboxamide N1(N=CC=C1)CC1=CC=C(C=C1)C(C)OC=1C=C(N=NC1)NC(=O)[C@@H]1[C@H](C1)C1=CC(=CC=C1)Cl |r|